[Ag].[Pd].[Ti] titanium-palladium-silver